ethyl 3-((6-neopentyl-3-(4,4,5,5-tetramethyl-1,3,2-dioxaborolan-2-yl)naphthalen-2-yl)thio)propanoate C(C(C)(C)C)C=1C=C2C=C(C(=CC2=CC1)SCCC(=O)OCC)B1OC(C(O1)(C)C)(C)C